COC=1C=CC(=C(C1)N1C(C(=CC=C1C(F)(F)F)C(=O)O)=O)C 1-(5-methoxy-2-methyl-phenyl)-2-oxo-6-(trifluoromethyl)pyridine-3-carboxylic acid